ClC=1C=C(C=C(C1)NS(=O)(=O)C)NC(=O)C=1C=NN(C1)C1=NC=CC=C1COC1=CC(=CC(=C1)F)F N-(3-chloro-5-(methylsulfonamido)phenyl)-1-(3-((3,5-difluorophenoxy)methyl)pyridin-2-yl)-1H-pyrazole-4-carboxamide